2-ethyl-4-nitro-6-(trifluoromethyl)-1H-benzimidazole C(C)C1=NC2=C(N1)C=C(C=C2[N+](=O)[O-])C(F)(F)F